FC=1C=C(C#N)C=C(C1N1N=C2C(=CC1=O)NN=C2C2=CC=C(C=C2)N2CCN(CC2)CCO)OC 3-Fluoro-4-(3-(4-(4-(2-hydroxyethyl)piperazin-1-yl)phenyl)-6-oxo-1H-pyrazolo[4,3-c]pyridazin-5(6H)-yl)-5-methoxybenzonitril